NC1=C(C=C(C=C1)C(=O)OC)NCC12N(CC(C1)C2)C(=O)OC(C)(C)C tert-butyl 1-(((2-amino-5-(methoxycarbonyl) phenyl) amino) methyl)-2-azabicyclo[2.1.1]hexane-2-carboxylate